FC=1C=C(C#N)C=CC1N1N=C(C(=C1C1=CC=CC=C1)C1=CC(=NO1)C)C 3-fluoro-4-(3-methyl-4-(3-methylisoxazol-5-yl)-5-phenyl-1H-pyrazol-1-yl)benzonitrile